C(C)OCCN1N=C(C(=C1)NC(=O)C=1N=C(SC1)C=1C(=NNC1)C)C1=NC=CC=C1 N-(1-(2-ethoxyethyl)-3-(pyridin-2-yl)-1H-pyrazol-4-yl)-2-(3-methyl-1H-pyrazol-4-yl)thiazole-4-carboxamide